5-chloro-7-fluoro-3,4-dihydronaphthalene-1(2H)-one ClC1=C2CCCC(C2=CC(=C1)F)=O